tert-butyl ((1S)-1-(4,4-difluorocyclohexyl)-2-oxo-2-((4-((2-oxo-5-(trifluoromethyl)-2,5-dihydro-1H-pyrrol-3-yl)methyl)pyridin-2-yl)amino)ethyl)carbamate FC1(CCC(CC1)[C@@H](C(NC1=NC=CC(=C1)CC=1C(NC(C1)C(F)(F)F)=O)=O)NC(OC(C)(C)C)=O)F